COC(=O)C1=NSC=2C1=NC(=CC2Cl)N2[C@@H](COCC2)C 7-chloro-5-[(3R)-3-methylmorpholin-4-yl]-[1,2]Thiazolo[4,5-b]Pyridine-3-carboxylic acid methyl ester